4-(Bis(t-butoxycarbonyl)amino)-8-bromo-3-((t-butoxycarbonyl)(propyl)carbamoyl)-7-fluorocinnoline 2-oxide C(C)(C)(C)OC(=O)N(C1=C([N+](=NC2=C(C(=CC=C12)F)Br)[O-])C(N(CCC)C(=O)OC(C)(C)C)=O)C(=O)OC(C)(C)C